(2-hydroxy-1,2,3,4-tetrahydroisoquinolin-1-yl)diphenylphosphine oxide ON1C(C2=CC=CC=C2CC1)P(C1=CC=CC=C1)(C1=CC=CC=C1)=O